tert-butyl isoindolin-2-ylcarbamate C1N(CC2=CC=CC=C12)NC(OC(C)(C)C)=O